C1(CC1)C=1C=CC(=NC1F)C(NC(=O)C1N(CC(C1)F)C(CC1=CNC(C=C1)=O)=O)C1=CC=CC=C1 N-[(5-cyclopropyl-6-fluoropyridin-2-yl)(phenyl)methyl]-4-fluoro-1-[2-(6-oxo-1,6-dihydropyridin-3-yl)acetyl]pyrrolidine-2-carboxamide